rac-N-[(3S,4R)-4-({[(1r,4S)-4-butylcyclohexyl]oxy}methyl)-7-methyl-6-oxo-1,3,4,6-tetrahydro-2H-quinolizin-3-yl]methanesulfonamide C(CCC)C1CCC(CC1)OC[C@H]1[C@H](CCC2=CC=C(C(N12)=O)C)NS(=O)(=O)C |r|